dichroman-3-yl phosphate P(=O)(OC1COC2=CC=CC=C2C1)(OC1COC2=CC=CC=C2C1)[O-]